4-phthalimidobenzoic acid C1(C=2C(C(N1C1=CC=C(C(=O)O)C=C1)=O)=CC=CC2)=O